Ethyl 2-(((2-ethyl-6-methyl-phenyl)carbamoyl)oxy)acetate C(C)C1=C(C(=CC=C1)C)NC(=O)OCC(=O)OCC